5-[di(1-adamantyl)phosphino]-1',3',5'-triphenyl-1H-[1,4']bipyrazole C12(CC3CC(CC(C1)C3)C2)P(C2=CC=NN2C=2C(=NN(C2C2=CC=CC=C2)C2=CC=CC=C2)C2=CC=CC=C2)C23CC1CC(CC(C2)C1)C3